NC1=NC=CC=C1C1=NC=2C(=NC(=CC2)C2CCC2)N1C=1C=C2CC[C@@H](C2=CC1)NC(OC(C)(C)C)=O tert-butyl N-[(1S)-5-[2-(2-aminopyridin-3-yl)-5-cyclobutylimidazo[4,5-b]pyridin-3-yl]-2,3-dihydro-1H-inden-1-yl]carbamate